S1C=NC2=C1C=CC(=C2)C(NC(=O)[C@H]2N(C[C@H](C2)CCC)C([C@H](C(C)(C)C)NC(C(F)(F)F)=O)=O)C#N (2S,4S)-N-[1,3-benzothiazol-5-yl(cyano)methyl]-1-[(2S)-3,3-dimethyl-2-[(2,2,2-trifluoroacetyl)amino]butanoyl]-4-propyl-pyrrolidine-2-carboxamide